O=C1NC(CC[C@H]1N1C(N(C2=C1C=CC=C2[C@H]2[C@@H](CN(CC2)CC2CCC(CC2)N2N=C1C=CC(=CC1=C2)NC(=O)C2=NC(=CN=C2)C(F)(F)F)F)C)=O)=O N-[2-[4-[[(3S,4S)-4-[1-[(3R)-2,6-dioxo-3-piperidyl]-3-methyl-2-oxo-benzimidazol-4-yl]-3-fluoro-1-piperidyl]methyl]cyclohexyl]indazol-5-yl]-6-(trifluoromethyl)pyrazine-2-carboxamide